3-(7-oxa-2-azaspiro[3.5]nonan-2-yl)propanamide C1N(CC12CCOCC2)CCC(=O)N